Diazacyclooctene N1=NCCCCCC1